CNC1=C(C=CC=C1)S(=O)(=O)N methylaminobenzenesulfonamide